N-[3-(3-aminopropoxy)-benzyl]piperidine NCCCOC=1C=C(CN2CCCCC2)C=CC1